3-(2-azidopropan-2-yl)-6-(1,4-dimethyl-1H-1,2,3-triazol-5-yl)-1-methyl-4-(phenyl-(tetrahydro-2H-pyran-4-yl)methyl)-1,4-dihydropyrazolo[3',4':4,5]pyrrolo[3,2-b]pyridine N(=[N+]=[N-])C(C)(C)C1=NN(C2=C1N(C=1C2=NC=C(C1)C1=C(N=NN1C)C)C(C1CCOCC1)C1=CC=CC=C1)C